2-(4-chlorophenyl)-6-cyclopropyl-3-oxo-2,3,4,5-tetrahydropyridazine-4-carboxylic acid methyl ester COC(=O)C1C(N(N=C(C1)C1CC1)C1=CC=C(C=C1)Cl)=O